(R)-3-(4-bromophenoxy)-2-hydroxypropionic acid BrC1=CC=C(OC[C@H](C(=O)O)O)C=C1